NC1=CC=C(C=C1)NC(C1=C(C=CC(=C1)Cl)O)=O N-(4-Aminophenyl)-5-chloro-2-hydroxybenzamide